C1(=CC=C(C=C1)C=1N=C(OC1)C1N(CCCC1)C(CC)=O)C 1-(2-(4-(p-tolyl)oxazol-2-yl)piperidin-1-yl)propan-1-one